(S)-2-(2-((5-acetyl-6-oxo-1-((2-(Trimethylsilyl)ethoxy)methyl)-1,6-dihydropyridazin-4-yl)amino)propoxy)isoindole-1,3-dione C(C)(=O)C1=C(C=NN(C1=O)COCC[Si](C)(C)C)N[C@H](CON1C(C2=CC=CC=C2C1=O)=O)C